benzyl N-[(9R,10E,13S)-9-methyl-8-oxo-3-{[2-(trimethylsilyl)ethoxy] methyl}-3,4,7,15-tetraazatricyclo[12.3.1.02,6]octadeca-1(18),2(6),4,10,14,16-hexaen-13-yl]carbamate C[C@H]\1C(NC=2C=NN(C2C=2C=CN=C([C@H](C/C=C1)NC(OCC1=CC=CC=C1)=O)C2)COCC[Si](C)(C)C)=O